O-[4-(4-methyl-1,3-thiazol-5-yl)phenyl]hydroxylamine CC=1N=CSC1C1=CC=C(C=C1)ON